C(C)(C)NC(O[C@H]1C[C@H](CC1)C1=NN(C(=C1)NC(=O)C=1C=NN(C1)C1CCC(CC1)CO)C(C)(C)C)=O [(1R,3S)-3-[1-tert-butyl-5-[[1-[4-(hydroxymethyl)cyclohexyl]pyrazole-4-carbonyl]amino]pyrazol-3-yl]cyclopentyl] N-isopropylcarbamate